7-pentyldecanone C(CCCC)C(CCCCC(C)=O)CCC